NC1=C(C=C(C=N1)C1=CC=C(C=C1)NC(=O)NC1CCN(CC1)C)OC(C)C1=C(C(=CC=C1F)F)Cl 1-(4-{6-amino-5-[1-(2-chloro-3,6-difluoro-phenyl)-ethoxy]-pyridin-3-yl}-phenyl)-3-(1-methyl-piperidin-4-yl)-urea